(S)-3-((1-(6-aminohexan-2-yl)-7-ethynyl-1H-benzo[d]imidazol-2-yl)carbamoyl)benzoic acid NCCCC[C@H](C)N1C(=NC2=C1C(=CC=C2)C#C)NC(=O)C=2C=C(C(=O)O)C=CC2